6-{4-[5-(1,3-dioxolan-2-yl)pyridin-2-yl]phenyl}-N-[(1R,2S)-2-fluorocyclopropyl]-8-{[(4-methoxyphenyl)methyl](methyl)amino}imidazo[1,2-b]pyridazine-3-carboxamide O1C(OCC1)C=1C=CC(=NC1)C1=CC=C(C=C1)C=1C=C(C=2N(N1)C(=CN2)C(=O)N[C@H]2[C@H](C2)F)N(C)CC2=CC=C(C=C2)OC